BrC1=NC=2C=C(C=CC2C2=C1N(C(C21CC(C1)OC)=O)C)F Bromo-7'-fluoro-3-methoxy-3'-methyl-spiro[cyclobutane-1,1'-pyrrolo[2,3-c]quinoline]-2'(3'h)-one